2,6-Dichloro-4'-(ethylsulfonyl)-[1,1'-biphenyl] ClC1=C(C(=CC=C1)Cl)C1=CC=C(C=C1)S(=O)(=O)CC